(S)-(9H-fluoren-9-yl)methyl allyl tert-butyl (15-oxo-4,7,10-trioxa-14-azaicosane-1,16,20-triyl)tricarbamate O=C(NCCCOCCOCCOCCCNC(OCC1C2=CC=CC=C2C=2C=CC=CC12)=O)[C@H](CCCCNC(OC(C)(C)C)=O)NC(OCC=C)=O